C(C)OC(C(\C=C\C1=CC=C(C=C1)Cl)(F)F)=O (E)-2,2-difluoro-4-(4-chlorophenyl)but-3-enoic acid ethyl ester